1-[5-(difluoromethyl)-6-[3-methyl-1-(2,2,2-trifluoroethyl)pyrazol-4-yl]-2-pyridyl]-N-(6-methylpyridazin-3-yl)benzimidazol-5-amine FC(C=1C=CC(=NC1C=1C(=NN(C1)CC(F)(F)F)C)N1C=NC2=C1C=CC(=C2)NC=2N=NC(=CC2)C)F